ethyl 5-(chlorocarbonyl)-6,6-dimethyl-3-[1-(trimethylsilyl)cyclobutanecarboxamido]-5,6-dihydropyrrolo[3,4-c]pyrazole-2(4H)-carboxylate ClC(=O)N1C(C2=NN(C(=C2C1)NC(=O)C1(CCC1)[Si](C)(C)C)C(=O)OCC)(C)C